BrC=1C(=CC=C2CN(C(C12)=O)C1C(NC(CC1)=O)=O)C1=CC=CC=C1 3-(7-bromo-1-oxo-6-phenylisoindolin-2-yl)piperidine-2,6-dione